ClC=1N=CC2=C(N1)N(C=C2C2=CC=C(C=C2)CN2CCN(CC2)C)C2CCOCC2 2-chloro-5-(4-((4-methylpiperazin-1-yl)methyl)phenyl)-7-(tetrahydro-2H-pyran-4-yl)-7H-pyrrolo[2,3-d]pyrimidine